isopropyl (4-bromo-3-methoxyphenyl)carbamate BrC1=C(C=C(C=C1)NC(OC(C)C)=O)OC